ClC=1C(=NC=C(C(=O)N(C)C)C1)N1CCN(CC1)/C(=N/O)/C1=C(C=CC=C1Cl)Cl (E)-5-Chloro-6-(4-((2,6-dichlorophenyl)(hydroxyimino)methyl)piperazin-1-yl)-N,N-dimethylnicotinamide